ClC=1C=CC(=NC1)NC(C1=C(C=CC(=C1)OC)NC(C1=CC=C(C=C1)C(N(C)C)=N)=O)=O N-(5-chloropyridine-2-yl)-2-[[4-(N,N-dimethylamidino)benzoyl]amino]-5-methoxybenzamide